N-chlorotoluenesulfonamide, sodium salt [Na].ClNS(=O)(=O)CC1=CC=CC=C1